(S)-((S)-5H-imidazo[5,1-a]isoindol-5-yl)(pyridin-4-yl)methanol C=1N=CN2C1C1=CC=CC=C1[C@H]2[C@@H](O)C2=CC=NC=C2